N-(5-chloro-2,4-difluorophenyl)-N-methyl-1-(6-methyl-4-(trifluoromethyl)pyridin-2-yl)-3-((3-morpholinoazetidin-1-yl)methyl)-4,5-dihydro-1H-pyrazole-5-carboxamide ClC=1C(=CC(=C(C1)N(C(=O)C1CC(=NN1C1=NC(=CC(=C1)C(F)(F)F)C)CN1CC(C1)N1CCOCC1)C)F)F